ClC=1C=C(C=CC1F)NC(N(CC1=NN=C2N1CCCCC2)C2CCCC2)=O (3-Chloro-4-fluorophenyl)-1-cyclopentyl-1-((6,7,8,9-tetrahydro-5H-[1,2,4]triazolo[4,3-a]azepin-3-yl)methyl)urea